2-(4-Fluorophenyl)-N-{4-[3-(4-fluorophenyl)-5-methyl-4-oxo-7-(2,2,2-trifluoroethyl)-4,5-dihydro-1H-pyrrolo[3,2-c]pyridin-2-yl]pyridin-2-yl}propanamid FC1=CC=C(C=C1)C(C(=O)NC1=NC=CC(=C1)C1=C(C=2C(N(C=C(C2N1)CC(F)(F)F)C)=O)C1=CC=C(C=C1)F)C